6-[(2R,4S)-4-Fluoro-2-[5-fluoro-2-(methylsulfanyl)phenyl]pyrrolidin-1-yl]imidazo[1,2-b]pyridazine-3-carboxylic acid F[C@H]1C[C@@H](N(C1)C=1C=CC=2N(N1)C(=CN2)C(=O)O)C2=C(C=CC(=C2)F)SC